(2-(2-(methoxymethyl)phenyl)pyrimidin-4-yl)methanol COCC1=C(C=CC=C1)C1=NC=CC(=N1)CO